COC1=C(C=CC=C1)N1CCN(CC1)C(=O)C1=CC=C(C=C1)[N-]S(=O)(=O)C=1C=CC=C2C=CC=NC12.[Na+] Sodium (4-(4-(2-methoxyphenyl)piperazine-1-carbonyl)phenyl)(quinolin-8-ylsulfonyl)amide